C(C=C)OCC[O-].[Na+] sodium 2-(allyloxy)ethan-1-olate